S(=O)(=O)(C1=CC=C(C)C=C1)N1C=C(C2=C1C=CC=N2)B(O)O 1-TOSYL-1H-PYRROLO[2,3-E]PYRIDIN-3-YLBORONIC ACID